para-n-butyl-benzyl alcohol C(CCC)C1=CC=C(CO)C=C1